bis[tris(1-methylethyl)phosphine] palladium (I) tetrakis(2,3,4,5,6-pentafluorophenyl)borate FC1=C(C(=C(C(=C1F)F)F)F)[B-](C1=C(C(=C(C(=C1F)F)F)F)F)(C1=C(C(=C(C(=C1F)F)F)F)F)C1=C(C(=C(C(=C1F)F)F)F)F.[Pd+].CC(C)P(C(C)C)C(C)C.CC(C)P(C(C)C)C(C)C